COC1=CC=2N(C=C1C1(CC1)C(F)(F)F)C(=CN2)C2=CC=CC(=N2)N[C@@H]2[C@H](CNC2)O (3S,4S)-4-((6-(7-methoxy-6-(1-(trifluoromethyl)cyclopropyl)imidazo[1,2-a]pyridin-3-yl)pyridin-2-yl)amino)pyrrolidin-3-ol